BrCCC1=CC=C(C=C1)OC1=CC=CC=C1 1-(2-bromoethyl)-4-phenoxybenzene